1-[(3R,3aR,7R,8aS)-2,3,4,7,8,8a-hexahydro-3,6,8,8a-tetramethyl-1H-3a,7-methanoazulen-5-yl]-ethanone C[C@@H]1CC[C@]2(C([C@@H]3C(=C(C[C@]12C3)C(C)=O)C)C)C